benzyl-5-(methylsulfamoyl)-2-[[4-(trifluoromethyl)phenyl]methylamino]benzamide C(C1=CC=CC=C1)C=1C(=C(C(=O)N)C=C(C1)S(NC)(=O)=O)NCC1=CC=C(C=C1)C(F)(F)F